(S)-(2-methyl-4-(pyridazin-3-yloxy)phenyl)-4-oxo-4,5-dihydro-3H-1-thia-3,5,8-triazaacenaphthylene-2-carboxamide CC1=C(C=CC(=C1)OC=1N=NC=CC1)N1C2=C(SC=3N=CC=C(NC1=O)C32)C(=O)N